5,7-dichloro-6-(4-methoxyphenyl)-2,3-diphenylpyrazolo[1,5-a]pyrimidine ClC1=NC=2N(C(=C1C1=CC=C(C=C1)OC)Cl)N=C(C2C2=CC=CC=C2)C2=CC=CC=C2